ClC1=CC(=C(OCC=2C=C3CN(C(C3=CC2)=O)N2C(NC(CC2)=O)=O)C=C1)C1=NC2=C(N1)C(=CC(=C2)C(F)(F)F)Cl 1-(5-((4-chloro-2-(7-chloro-5-(trifluoromethyl)-1H-benzo[d]imidazol-2-yl)phenoxy)methyl)-1-oxoisoindolin-2-yl)dihydropyrimidine-2,4(1H,3H)-dione